2-((3-bromo-1-methyl-1H-pyrazol-4-yl)methyl)imidazo[1,2-a]pyrazine BrC1=NN(C=C1CC=1N=C2N(C=CN=C2)C1)C